1-(((4-((2-methyl-1H-indol-5-yl)oxy)-6-methoxyquinolin-7-yl)oxy)methyl)cyclopropylamine hydrochloride Cl.CC=1NC2=CC=C(C=C2C1)OC1=CC=NC2=CC(=C(C=C12)OC)OCC1(CC1)N